FC(C=1C=C(OC2=NC=C(C=N2)B(O)O)C=CC1)(F)F [2-[3-(trifluoromethyl)phenoxy]pyrimidin-5-yl]boronic acid